tert-butyl (S)-3-(quinolin-5-ylamino)pyrrolidine-1-carboxylate N1=CC=CC2=C(C=CC=C12)N[C@@H]1CN(CC1)C(=O)OC(C)(C)C